8-(4-fluoro-2-(trifluoromethyl)phenyl)-9-(4-((1-(3-fluoropropyl)pyrrolidin-3-yl)methyl)phenyl)-6,7-dihydro-5H-benzo[7]annulene-3-carboxylic acid FC1=CC(=C(C=C1)C=1CCCC2=C(C1C1=CC=C(C=C1)CC1CN(CC1)CCCF)C=CC(=C2)C(=O)O)C(F)(F)F